tert-butyl (1R,3R,5R)-3-[[3-(5-fluoropyrimidin-2-yl)-4-methyl-phenyl]carbamoyl]-2-azabicyclo[3.1.0]hexane-2-carboxylate FC=1C=NC(=NC1)C=1C=C(C=CC1C)NC(=O)[C@@H]1N([C@@H]2C[C@@H]2C1)C(=O)OC(C)(C)C